3-(tert-butyl) 4-methyl 6-oxo-1-(tetrahydro-2H-pyran-4-yl)-1,6-dihydropyridine-3,4-dicarboxylate O=C1C=C(C(=CN1C1CCOCC1)C(=O)OC(C)(C)C)C(=O)OC